1-(4-(6-chloro-7-(2-hydroxy-phenyl)quinazolin-4-yl)piperazin-1-yl)prop-2-en-1-one ClC=1C=C2C(=NC=NC2=CC1C1=C(C=CC=C1)O)N1CCN(CC1)C(C=C)=O